2,5-dimethoxyphenyl isocyanate COC1=C(C=C(C=C1)OC)N=C=O